C1(=CC=CC=C1)[C@@H](CO)O (S)-1-phenyl-ethane-1,2-diol